C1(=CC=CC=C1)[C@H]1[C@@H](CN(C1)C(=O)OC(C)(C)C)C(NC=1N=CC2=CC=CC=C2C1)=O |r| tert-Butyl (±)-trans-4-phenyl-3-(isoquinolin-3-ylcarbamoyl)pyrrolidine-1-carboxylate